BrC1=C2C=CNC2=CC(=C1CC1=CC(=NC=C1)C(=N)SC)F methyl 4-((4-bromo-6-fluoro-1H-indol-5-yl)methyl)pyridine-2-carbimidothioate